P(O)(N)OC[C@@H]1[C@H]([C@]([C@@H](O1)N1C=NC=2C(=O)NC(N)=NC12)(O)OC)O 2'-methoxyguanosine phosphoramidite